C1(CC1)NS(=O)(=O)C1=CC=C(C=C1)C(CO)C1=NC2=C(N1)C=C(C(=C2Cl)C2=C(C=CC=C2)OC(F)(F)F)Cl N-cyclopropyl-4-(1-(4,6-dichloro-5-(2-(trifluoromethoxy)phenyl)-1H-benzo[d]imidazol-2-yl)-2-hydroxyethyl)benzenesulfonamide